COC1=CC=C(C=C1)/C=C/C(=O)NCCCCNC(C(=CC)C)=O N-(4-((e)-3-(4-methoxyphenyl)acrylamido)butyl)-2-methylbut-2-enamide